6-(6-amino-1-(4-amino-3-methylbenzyl)-1H-pyrazolo[3,4-d]pyrimidine-4-yl)picolinonitrile NC1=NC(=C2C(=N1)N(N=C2)CC2=CC(=C(C=C2)N)C)C2=CC=CC(=N2)C#N